(R,S)-4-(((4-Oxochroman-7-yl)oxy)(2-(trifluoromethyl)pyridin-4-yl)methyl)benzonitrile O=C1CCOC2=CC(=CC=C12)O[C@H](C1=CC=C(C#N)C=C1)C1=CC(=NC=C1)C(F)(F)F